3-Amino-3-({1-[(ethoxycarbonyl)oxy]-3-methoxy-1,3-dioxopropan-2-yl}carbamoyl)propanoic acid NC(CC(=O)O)C(NC(C(=O)OC(=O)OCC)C(=O)OC)=O